6-chloro-N-(2-hydroxy-3-(piperidin-1-yl)propoxy)nicotinimidoyl bromide ClC1=NC=C(C(=NOCC(CN2CCCCC2)O)Br)C=C1